C(CCCCCCCCC)(=O)OCC(COC(CCCCCCCCC)=O)(COC(CCCCN(C)C)=O)COC(CCC(C(CCCC)CCCC)CCCC)=O 2-(((4,5-Dibutylnonanoyl)oxy)methyl)-2-(((5-(dimethylamino)pentanoyl)oxy)methyl)propane-1,3-diyl didecanoate